tert-butylpiperidine-4-carboxylate hydrochloride Cl.C(C)(C)(C)OC(=O)C1CCNCC1